Imidazoline-2-imine N1C(NCC1)=N